NC=1C(=NN(C1)CCCNC(OCC[Si](C)(C)C)=O)OC 2-trimethylsilylethyl N-[3-(4-amino-3-methoxy-pyrazol-1-yl)propyl]carbamate